(5-cyano-6-oxo-4-thiophen-2-yl-1,6-dihydro-pyrimidin-2-ylsulfanylmethyl)-benzenesulfonamide C(#N)C1=C(N=C(NC1=O)SCC1=C(C=CC=C1)S(=O)(=O)N)C=1SC=CC1